C(C)OC1=NC=CC=C1C1=NC=2C(N(CC3(CCN(CC3)C3=C(C=CC=C3)C(F)(F)F)C2C=C1)C[C@@H]1NCCC1)=O 2-(2-ethoxypyridin-3-yl)-7-[[(2R)-pyrrolidin-2-yl]methyl]-1'-[2-(trifluoromethyl)phenyl]spiro[6H-1,7-naphthyridine-5,4'-piperidine]-8-one